C(=O)NNC(CCNCC(=O)[O-])=O N-(3-(2-formylhydrazineyl)-3-oxopropyl)glycinate